1-chloro-2,5-dioxahexane ClCOCCOC